SC(CO[SiH3])C 2-mercaptopropoxysilane